ClC1=C(C=CC=C1)[C@@H](C)OC(=O)NC1=C(C=NN1C)C1=CC=C(C(=N1)C)NC(=O)[C@@H]1[C@H](CCCC1)C(=O)O (1S,2S)-2-((6-(5-((((R)-1-(2-chlorophenyl)ethoxy)carbonyl)amino)-1-methyl-1H-pyrazol-4-yl)-2-methylpyridin-3-yl)carbamoyl)cyclohexane-1-carboxylic acid